FC(=C(C(CF)(F)F)F)F 1,1,2,3,3,4-hexafluoro-1-butene